COC1=CC=C(C=C1)C1=NOC(=C1)NC1=NC(=NC=C1)N1CCC(CC1)C 3-(4-Methoxyphenyl)-N-(2-(4-methylpiperidin-1-yl)pyrimidin-4-yl)isoxazol-5-amine